methyl-Fumaric acid C/C(/C(=O)O)=C\C(=O)O